C(=O)(O)C1=C(N)C(=CC=C1)C(=O)O 2,6-dicarboxyl-aniline